CC=1C=NC=CC1CCCNC1CCN(CC1)C=1C2=C(N=CN1)C(=CS2)C N-(3-(3-Methylpyridin-4-yl)propyl)-1-(7-methylthieno[3,2-d]pyrimidin-4-yl)piperidin-4-amine